4-(propylamino)-2-(((S)-2,3,4,5-tetrahydro-3-hydroxybenzo[b][1,4]oxazepin-7-yl)amino)pyrimidine-5-carboxamide C(CC)NC1=NC(=NC=C1C(=O)N)NC1=CC2=C(OC[C@H](CN2)O)C=C1